N-(2-(2,6-dioxopiperidin-3-yl)-1-oxoisoindolin-5-yl)-2-methylisonicotinamide O=C1NC(CCC1N1C(C2=CC=C(C=C2C1)NC(C1=CC(=NC=C1)C)=O)=O)=O